O=C1NC(CCC1N1C(C2=CC=C(C=C2C1=O)OCC1CN(CCN1C)C(=O)OC(C)(C)C)=O)=O tert-butyl 3-([[2-(2,6-dioxopiperidin-3-yl)-1,3-dioxoisoindol-5-yl] oxy] methyl)-4-methylpiperazine-1-carboxylate